3-(azetidin-3-yl)morpholine-4-carboxylic acid benzyl ester C(C1=CC=CC=C1)OC(=O)N1C(COCC1)C1CNC1